N1(CCCC1)C1=C(C=O)C=CC=N1 (pyrrolidin-1-yl)nicotinaldehyde